[Si](C1=CC=CC=C1)(C1=CC=CC=C1)(C(C)(C)C)OCCC1=NC2=C(N1)C=CC=C2C2=CC=C(C=C2)C=2CCCCC2 2-(2-((Tert-Butyldiphenylsilyl)oxy)ethyl)-4-(2',3',4',5'-tetrahydro-[1,1'-biphenyl]-4-yl)-1H-benzo[d]imidazole